N1C(=NC2=C1C=CC=C2)C2=C(C=C(C=C2)Cl)C=2C(=CC(=CC2)C(NC(CC)C2=CC=NC=C2)=O)C(=O)O 2'-(1H-1,3-benzodiazol-2-yl)-5'-chloro-4-{[1-(pyridin-4-yl)propyl]carbamoyl}-[1,1'-biphenyl]-2-carboxylic acid